FC=1C=C(OC2=CC=C(C=C2)NC(OCC=2C(=C3C(N(CC3=CC2)C2C(NC(CC2)=O)=O)=O)OC2CCNCC2)=O)C=CC1F (2-(2,6-dioxopiperidin-3-yl)-3-oxo-4-(piperidin-4-yloxy)isoindolin-5-yl)methyl (4-(3,4-difluorophenoxy)phenyl)carbamate